[Si](C)(C)(C(C)(C)C)OCC(=C)C=1C=NC=C(C1)C1=CC(=C(C(=C1)F)OC)OCC 3-(3-((tert-butyldimethylsilyl)oxy)prop-1-en-2-yl)-5-(3-ethoxy-5-fluoro-4-methoxyphenyl)pyridine